COC1=C(C=C(C=C1)C)C1(OCC(C1)C1=C(C=CC=C1)OC)C(=O)O 2-(2-methoxy-5-methylphenyl)-4-(2-methoxyphenyl)tetrahydrofuran-2-carboxylic acid